2-(3-Chloro-2-trifluoromethylphenyl)-2-fluoro-propionic acid ethyl ester C(C)OC(C(C)(F)C1=C(C(=CC=C1)Cl)C(F)(F)F)=O